C(C)(C)(C)OC(C(N)(CCCCNC(=O)N1N=NC(=C1)C1=CC=C(C=C1)F)C(=O)OC(C)(C)C)=O 2-(tert-Butoxycarbonyl)-N6-(4-(4-fluorophenyl)-1H-1,2,3-triazole-1-carbonyl)-L-lysine tert-butyl ester